88-cis-2-tert-butylcyclohexyl acetate C(C)(=O)OC1C(CCCC1)C(C)(C)C